NC=1C2=C(N=CN1)N(C(=C2C2=C1C=NN(C1=CC=C2)C)C#CC2CN(C2)[C@H]2[C@H](CNCC2)O)C (3S,4R)-4-(3-{2-[4-amino-7-methyl-5-(1-methyl-1H-indazol-4-yl)-7H-pyrrolo[2,3-d]pyrimidin-6-yl]ethynyl}azetidin-1-yl)piperidin-3-ol